1'H-spiro[benzo[e]indole-1,5'-pyrimido[4,5-b]quinoline]-2,2',4'(3H,3'H,10'H)-trione N1C(NC(C2=C1NC1=CC=CC=C1C21C(NC=2C=CC3=C(C21)C=CC=C3)=O)=O)=O